Azodicarboxylat N(=NC(=O)[O-])C(=O)[O-]